amino-phosphonovaleric acid NC(C(=O)O)(CCC)P(=O)(O)O